N-(5-(((2s,4r)-4-((6-methoxypyrimidin-4-yl)oxy)-2-methylpyrrolidin-1-yl)methyl-d2)thiazol-2-yl)acetamide COC1=CC(=NC=N1)O[C@@H]1C[C@@H](N(C1)C(C1=CN=C(S1)NC(C)=O)([2H])[2H])C